FCC(=O)N1CCC(=CC1)C1=CC2=C(N=C(N=C2)C)NC1=O 6-(1-(2-fluoroacetyl)-1,2,3,6-tetrahydropyridin-4-yl)-2-methylpyrido[2,3-d]pyrimidin-7(8H)-one